FC(C(=O)O)(F)F.N1CCC(CC1)OC1=CC=C2C(=NC=NC2=C1)O[C@@H]1CC[C@H](CC1)N1C(N(CC1=O)C=1C=NC=C(C1)C(F)(F)F)=O 3-(trans-4-{[7-(4-piperidinyloxy)-4-quinazolinyl]oxy}cyclohexyl)-1-[5-(trifluoromethyl)-3-pyridinyl]-2,4-imidazolidinedione trifluoroacetate